C(C1=CC=CC=C1)OC(=O)NC(CCC[C@](N)(C(=O)O)[2H])([2H])[2H] Nε-Benzyloxycarbonyl-L-lysine-2,6,6-d3